OC=1C(=CC2=CC=CC=C2C1N=NC1=C(C=C(C=C1)C)S(=O)(=O)O)C(=O)[O-].[Ca+2].OC=1C(=CC2=CC=CC=C2C1N=NC1=C(C=C(C=C1)C)S(=O)(=O)O)C(=O)[O-] calcium 3-hydroxy-4-[(4-methyl-2-sulfophenyl) azo]-2-naphthoate